3'-xanthylic acid [C@@H]1([C@H](O)[C@H](OP(=O)(O)O)[C@@H](CO)O1)N1C=NC=2C(=O)NC(=O)NC12